N-(5-cyclopropyl-1H-pyrazol-3-yl)-2-[1-(methylaminomethyl)-3-azabicyclo[3.1.1]hept-3-yl]pyrimidin-4-amine C1(CC1)C1=CC(=NN1)NC1=NC(=NC=C1)N1CC2(CC(C1)C2)CNC